OC1=CC(=C(C=C1)C(\C=C\C1=NC=CC=C1)=O)C (E)-1-(4-hydroxy-2-methylphenyl)-3-(pyridin-2-yl)prop-2-en-1-one